NC1=CC=C(C(=C1C(=O)N1[C@@H](CCCC1)C=1C=NN(C1)C)F)C=1C(=C2C(=NC1)NCC21CCC(CC1)O)Cl (6-Amino-3-((1r,4r)-4'-chloro-4-hydroxy-1',2'-dihydrospiro[cyclohexane-1,3'-pyrrolo[2,3-b]pyridin]-5'-yl)-2-fluorophenyl)((S)-2-(1-methyl-1H-pyrazol-4-yl)piperidin-1-yl)methanone